tert-butyl 7-cyano-3-(4,4,5,5-tetramethyl-1,3,2-dioxaborolan-2-yl)indole-1-carboxylate C(#N)C=1C=CC=C2C(=CN(C12)C(=O)OC(C)(C)C)B1OC(C(O1)(C)C)(C)C